CC1=CC=C(C=C1)S(=O)(=O)O.N1=CC=CC=C1 pyridine p-toluenesulfonate